ClC(C(=O)OCC)C(=O)OCC 1,3-diethyl 2-chloromalonate